(S)-6-(4-(2-hydroxy-1-phenylethylamino)-5-(1,3,4-oxadiazol-2-yl)pyrimidin-2-ylamino)-3H-spiro[benzofuran-2,1'-cyclopropan]-3-one OC[C@H](C1=CC=CC=C1)NC1=NC(=NC=C1C=1OC=NN1)NC1=CC2=C(C(C3(CC3)O2)=O)C=C1